N1C(=NC=C1)C1=CC(=NC=N1)C1=NC(=CC(=C1)[C@H]1OCCN([C@@H]1C)C(C=C)=O)Cl 1-((2R,3R)-2-(2-(6-(1H-imidazol-2-yl)pyrimidin-4-yl)-6-chloropyridin-4-yl)-3-methylmorpholino)prop-2-en-1-one